6-[3-[(2S)-2-[(tert-butoxycarbonyl)amino]-4-carbamoylbutanamido]phenyl]hexanoic acid C(C)(C)(C)OC(=O)N[C@H](C(=O)NC=1C=C(C=CC1)CCCCCC(=O)O)CCC(N)=O